BrC1=CC=C(N=N1)N(C1C[C@@H]2CC[C@H](C1)N2C(=O)OC(C)(C)C)C tert-butyl (1s,5R)-3-[(6-bromopyridazin-3-yl)-methyl-amino]-8-azabicyclo[3.2.1]octane-8-carboxylate